C(#N)C=1C=CC=CC1 3-cyanobenzene